N-[3-chloro-4-(piperazine-1-carbonyl)phenyl]-5-[4-(cyanomethoxy)-2,3-difluoro-phenyl]-1H-imidazole-2-carboxamide ClC=1C=C(C=CC1C(=O)N1CCNCC1)NC(=O)C=1NC(=CN1)C1=C(C(=C(C=C1)OCC#N)F)F